C(C)(C)C1=CC=C(C=C1)C=1N=C2N(C=CC=C2)C1CN1CCN(CC1)C(=O)C1=NC(=CC=C1)OC (4-{[2-(4-isopropylphenyl)imidazolo[1,2-a]pyridin-3-yl]methyl}piperazin-1-yl)(6-methoxypyridin-2-yl)methanone